O[C@H](C(=O)NCCC1=CC=C(C=C1)OCC)C (S)-2-hydroxy-N-(4-ethoxyphenethyl)propionamide